allyltrifluoropropyl-trichlorosilane C(C=C)C(CC(F)(F)F)[Si](Cl)(Cl)Cl